tert-butyl ((1S,5S)-1'-(3-(3,4-dihydro-1,5-naphthyridin-1(2H)-yl)-1H-pyrazolo[3,4-b]pyrazin-6-yl)spiro[bicyclo[3.1.0]hexane-3,4'-piperidin]-2-yl)carbamate N1(CCCC2=NC=CC=C12)C1=NNC2=NC(=CN=C21)N2CCC1(CC2)C([C@H]2C[C@H]2C1)NC(OC(C)(C)C)=O